C(C)C1=NC(=NO1)C1=CC(=NC(=C1)C)C(=O)NC1=NC=C(C=C1)F 4-(5-ethyl-1,2,4-oxadiazol-3-yl)-N-(5-fluoropyridin-2-yl)-6-methylpicolinamide